N1=CC=C(C=C1)C=1C(=NN(C1)CC(F)(F)F)C1=CC=C(OCC=2SC3=C(N2)C=CC=C3)C=C1 2-{4-[4-pyridin-4-yl-1-(2,2,2-trifluoro-ethyl)-1H-pyrazol-3-yl]-phenoxymethyl}-benzothiazole